(4,5-dimethylisoxazol-3-yl)-N,2'-bis(methoxymethyl)-[1,1'-biphenyl]-2-sulfonamide CC=1C(=NOC1C)C1=C(C(=CC=C1)C1=C(C=CC=C1)COC)S(=O)(=O)NCOC